(3-(4-Methylpiperazin-1-yl)azetidin-1-yl)-N-(2-phenoxyethyl)-1H-benzo[d]imidazole-1-carboxamide CN1CCN(CC1)C1CN(C1)C1=NC2=C(N1C(=O)NCCOC1=CC=CC=C1)C=CC=C2